divinyl-caproic acid C(=C)C(C(=O)O)(CCCC)C=C